O(C(=S)SCC)CC(C)C isobutyl ethyl xanthate